5,6-dihydro-4H-thieno[2,3-c]pyrrole-2-carboxamide S1C(=CC2=C1CNC2)C(=O)N